6-(4-tert-butyl-5-chloro-2-methyl-phenyl)-1-oxo-2,3,4,5-tetrahydrothiopyrano[3,2-d]pyridin C(C)(C)(C)C1=CC(=C(C=C1Cl)C1=NC=C2C(C1)CCCS2=O)C